N1(C(C(C2=CC=CC=C12)[2H])[2H])C(C)=O 1-(indolin-1-yl-2,3-d2)ethan-1-one